methyl (Z)-hexadeca-10,15-dienoate C(CCCCCCCC\C=C/CCCC=C)(=O)OC